(2S,3R,5R)-3-((E)-(2-(4-((2-chloro-3,4-dihydroxybenzoyl)oxy)benzoyl)hydrazono)methyl)-3-methyl-7-oxo-4-thia-1-azabicyclo[3.2.0]heptane-2-carboxylic acid 4,4-dioxide ClC1=C(C(=O)OC2=CC=C(C(=O)N\N=C\[C@]3([C@@H](N4C(C[C@H]4S3(=O)=O)=O)C(=O)O)C)C=C2)C=CC(=C1O)O